BrC1=CC=C(C=C1)C1=CN=C2N1C=CC1=C2NC2=CC=CC=C12 3-(4-Bromophenyl)-11H-imidazo[1',2':1,2]pyrido[3,4-b]indole